2-CHLORO-4-FLUORO-PYRIDINE-3-CARBALDEHYDE ClC1=NC=CC(=C1C=O)F